fluoro-nonanoic acid ethyl ester C(C)OC(C(CCCCCCC)F)=O